2-methyl-1,3-dioxane-5-methylamine CC1OCC(CO1)CN